6-(tetrahydro-2H-pyran-4-yl)-2,6-diazaspiro[3.3]heptan O1CCC(CC1)N1CC2(CNC2)C1